NN1C=NC(=C2N3C(N=C12)N(C(N3C)=O)CCN3CCN(CC3)C3=CC=C(C=C3)OCCOC3CC3)C=3OC=CC3 5-Amino-3-[2-[4-[4-[2-(cyclopropoxy)ethoxy]phenyl]piperazin-1-yl]ethyl]-8-(2-furyl)-1-methyl-[1,2,4]triazolo[5,1-f]purin-2-one